tert-butyl 4-aminopiperidinecarboxylate CC(C)(C)OC(=O)N1CCC(CC1)N